N1=C(C=CC=2CCCNC12)CCCCN[C@H](CCO)C(=O)O (4-(5,6,7,8-tetrahydro-1,8-naphthyridin-2-yl)butyl)-D-homoserine